C(CCCCCCCCC)OC(CCCCCCCCCCCCCCCCC(=O)OCCCCC(OC(NCCOCCN(C)C)=O)CCCCOC(CCCCCCCCCCCCCCCCC(OCCCCCCCCCC)=O)=O)=O 11-(6,23-dioxo-5,24-dioxatetratriacont-1-yl)-2-methyl-9-oxo-2,8-diaza-5,10-dioxapentadecan-15-yl 18-(decyloxy)-18-oxooctadecanoate